C(C=C(C)CCC=C(C)CCC=C(C)C)CC(=CCCC(=CCCC(=CCO)C)C)C Farnesylfarnesol